4-[(2R,3R)-2-(3-methoxy-2-methyl-phenyl)pyrrolidin-3-yl]morpholine hydrochloride Cl.COC=1C(=C(C=CC1)[C@H]1NCC[C@H]1N1CCOCC1)C